(2S,4R)-N-[(2R,3S)-1-cyclopropyl-2-(3-methoxyphenyl)pyrrolidin-3-yl]-1-[(2S)-2-(4-cyclopropyltriazol-1-yl)-3,3-dimethyl-butanoyl]-4-hydroxy-pyrrolidine-2-carboxamide C1(CC1)N1[C@@H]([C@H](CC1)NC(=O)[C@H]1N(C[C@@H](C1)O)C([C@H](C(C)(C)C)N1N=NC(=C1)C1CC1)=O)C1=CC(=CC=C1)OC